NC=1C(=NC=CN1)S(=O)(=O)NC(=O)C=1C(=NC(=CC1)C=1C=NC(=C(C1)C)OC)OC1=C(C=C(C=C1)C)C N-(3-Aminopyrazin-2-yl)sulfonyl-2-(2,4-dimethylphenoxy)-6-(6-methoxy-5-methyl-3-pyridyl)pyridin-3-carboxamid